(+/-)-N-{[5-(4-{[(3R,4S)-3-fluoro-1-methylpiperidin-4-yl]amino}-1-(2,2,2-trifluoroethyl)-1H-indol-2-yl)-1,3,4-oxadiazol-2-yl]methyl}thiophene-2-carboxamide F[C@@H]1CN(CC[C@@H]1NC1=C2C=C(N(C2=CC=C1)CC(F)(F)F)C1=NN=C(O1)CNC(=O)C=1SC=CC1)C |r|